2-(methylsulfonyl)-2,6-diazaspiro[3.3]heptane bis(methanesulfonic acid) salt CS(=O)(=O)O.CS(=O)(=O)O.CS(=O)(=O)N1CC2(C1)CNC2